CC1=CC=C(C=C1)S(=O)(=O)OCC1=NC=C(C=C1F)Br (5-bromo-3-fluoro-2-pyridyl)methyl 4-methylbenzenesulfonate